2,4-diamino-6-(2-aminoethylamino)-1,3,5-triazine NC1=NC(=NC(=N1)N)NCCN